7-(4-(8-methoxy-3,4-dihydrobenzofuro[2,3-c]pyridin-2(1H)-yl)butoxy)quinolin-2(1H)-one COC1=CC=CC2=C1OC=1CN(CCC12)CCCCOC1=CC=C2C=CC(NC2=C1)=O